3-BORONOBENZOHYDRAZIDE B(O)(O)C=1C=C(C(=O)NN)C=CC1